(4-propylphenyl)methanol C(CC)C1=CC=C(C=C1)CO